The molecule is a hydroxycalciol that consists of vitamin D3 (calciol) bearing additional hydroxy substituents at positions 1, 23 and 25 (with 1alpha,23S-configuration). An intermediate in the degradation pathway of 1alpha,25-(OH)2D3. It has a role as a human metabolite. It is a hydroxycalciol, a tetrol, a member of D3 vitamins and a hydroxy seco-steroid. It derives from a calciol. C[C@H](C[C@@H](CC(C)(C)O)O)[C@H]1CC[C@@H]\\2[C@@]1(CCC/C2=C\\C=C/3\\C[C@H](C[C@@H](C3=C)O)O)C